tert-butyl (1-hydroxy-3-{2-oxopyrrolidin-1-yl}propan-2-yl)carbamate OCC(CN1C(CCC1)=O)NC(OC(C)(C)C)=O